ClC1=CC2=C(CN3C(C=4N([C@@H](C2)C3)C=C(C(C4O)=O)C(=O)NCC4=C(C=C(C=C4F)F)F)=O)C=C1 |r| (6S)- and (6R)-9-chloro-1-hydroxy-2,14-dioxo-N-(2,4,6-trifluorobenzyl)-2,7,12,14-tetrahydro-6H-6,13-methanobenzo[f]pyrido[1,2-a][1,4]diazonine-3-carboxamide